potassium succinate salt C(CCC(=O)[O-])(=O)[O-].[K+].[K+]